C(C)(C)(C)C=1C=C(C=C(C1O)C(C)(C)C)CCC(=O)[O-] 3-[3,5-di-tert-butyl-4-hydroxy-phenyl]propionate